FC(C=1C=C(C=C(C1)C(F)(F)F)N(C1=NOC2=C1C=CC=C2)C)(F)F N-(3,5-bis(trifluoromethyl)phenyl)-N-methylbenzo[d]isoxazol-3-amine